CC1CCN(CC1)C(CN1CCN(C2=CC=CC=C12)C1=CC=CC=C1)=O 1-(4-methylpiperidin-1-yl)-2-(4-phenyl-3,4-dihydroquinoxaline-1(2H)-yl)ethan-1-one